N-[1-[5-bromo-2-[5-(2,2,2-trifluoroethoxy)pyrimidin-2-yl]-1,2,4-triazol-3-yl]ethyl]-3-(difluoromethoxy)-5-(trifluoromethyl)benzamide BrC=1N=C(N(N1)C1=NC=C(C=N1)OCC(F)(F)F)C(C)NC(C1=CC(=CC(=C1)C(F)(F)F)OC(F)F)=O